2-methyl-1-nitro-4-(4-(trifluoromethyl)phenoxy)benzene CC1=C(C=CC(=C1)OC1=CC=C(C=C1)C(F)(F)F)[N+](=O)[O-]